(S)-1-(oxetan-2-ylmethyl)-2-((4-(6-((5-(oxetan-3-yl)pyridine-2-yl)methoxy)pyridin-2-yl)piperidin-1-yl)methyl)-1H-benzo[d]imidazole-6-carboxylic acid O1[C@@H](CC1)CN1C(=NC2=C1C=C(C=C2)C(=O)O)CN2CCC(CC2)C2=NC(=CC=C2)OCC2=NC=C(C=C2)C2COC2